ClC1=NC(=NC=C1C(F)(F)F)NC1=C(C=C(C=C1)S(=O)(=O)C1CC2(C1)CCN(CC2)C(=O)OC(C)(C)C)C tert-butyl 2-[4-[[4-chloro-5-(trifluoromethyl)pyrimidin-2-yl]amino]-3-methyl-phenyl]-sulfonyl-7-azaspiro[3.5]nonane-7-carboxylate